C(C1=CC=CC=C1)S1C(CC=C1)=O 1-Benzyl-2-oxo-2,3-dihydro-1H-thiophene